6-(Chloromethyl)-4-(1,1-difluoroethyl)-2-(2'-(4-methyl-4H-1,2,4-triazol-3-yl)-[1,1'-biphenyl]-3-yl)isoindolin-1-one ClCC1=CC(=C2CN(C(C2=C1)=O)C=1C=C(C=CC1)C1=C(C=CC=C1)C1=NN=CN1C)C(C)(F)F